ethyl caproate (ETHYL CAPRYLATE) C(C)C(C(=O)O)CCCCCC.C(CCCCC)(=O)OCC